tert-butyl 3-([4-[(R)-(4,5-dichloro-2-hydroxyphenyl)[(2-methylpropane-2-sulfinyl)amino]methyl]piperidin-1-yl]sulfonyl)azetidine-1-carboxylate ClC1=CC(=C(C=C1Cl)[C@@H](C1CCN(CC1)S(=O)(=O)C1CN(C1)C(=O)OC(C)(C)C)NS(=O)C(C)(C)C)O